1,4-oxazepan-3-on O1CC(NCCC1)=O